methyl 6-chloro-2-(4,4-difluoroazepan-1-yl)nicotinate ClC1=NC(=C(C(=O)OC)C=C1)N1CCC(CCC1)(F)F